[N+](=O)([O-])C1=CC=C(C=C1)C1=NC=C(C=C1)C1=CC=C(C=C1)[N+](=O)[O-] 2,5-di(4-nitrophenyl)pyridine